THIADIAZOLONE C1=CS(=O)N=N1